C(O)C1=CC(=CC(=C1)CO)CO 1,3,5-trimethylolbenzene